ClC1=NC(=CC(=C1)C(=O)NC(C)C1=NC=CN=C1N1N=CC=N1)CC 2-chloro-6-ethyl-N-[1-[3-(triazol-2-yl)pyrazin-2-yl]ethyl]pyridine-4-carboxamide